stearylammonium C(CCCCCCCCCCCCCCCCC)[NH3+]